2,2-difluoro-2-(2-fluoro-3-((R)-1-((6-((R)-2-(methoxymethyl)morpholino)-2-methyl-8,9-dihydro-7H-cyclopenta[h]quinazolin-4-yl)amino)ethyl)phenyl)ethan-1-ol FC(CO)(C1=C(C(=CC=C1)[C@@H](C)NC1=NC(=NC2=C3C(=C(C=C12)N1C[C@@H](OCC1)COC)CCC3)C)F)F